O1CCOC12COCC2C=O 1,4,7-TRIOXASPIRO[4.4]NONANE-9-CARBALDEHYDE